FC=1C=2N(C=C(C1)NC(=O)C1=CC=C(C=3NC=NC31)N3C(CNCC3)=O)C=C(N2)C N-(8-fluoro-2-methyl-imidazo[1,2-a]-pyridin-6-yl)-7-(2-oxopiperazin-1-yl)-1H-benzimidazole-4-carboxamide